N1C=C(C=2C1=NC=CC2)CN[C@H](C(=O)OC)CCCCCCCC2=NC=1NCCCC1C=C2 methyl (S)-2-(((1H-pyrrolo[2,3-b]pyridin-3-yl)methyl)amino)-9-(5,6,7,8-tetrahydro-1,8-naphthyridin-2-yl)nonanoate